O=C1N(C=2C(=NC=C(C2)O[C@H]2COCC2)N1)C1CCN(CC1)C(=O)OC(C)(C)C |r| (rac)-tert-butyl 4-(2-oxo-6-tetrahydrofuran-3-yloxy-3H-imidazo[4,5-b]pyridin-1-yl)piperidine-1-carboxylate